2-[[6-(4-Fluoro-3-methyl-phenyl)pyrazolo[4,3-b]pyridin-1-yl]methyl]-5-methyl-1,3,4-oxadiazole FC1=C(C=C(C=C1)C=1C=C2C(=NC1)C=NN2CC=2OC(=NN2)C)C